ClC1=CC=C(C=C1)N1C(N=C2C(C1=O)=CC=CN2CC2=CN=C(S2)Cl)=O 3-(4-chlorophenyl)-8-((2-chlorothiazol-5-yl)methyl)pyrido[2,3-d]pyrimidine-2,4(3H,8H)-dione